Methyl (2S,4R)-5-allyl-4-methoxypyrrolidine-2-carboxylate C(C=C)C1[C@@H](C[C@H](N1)C(=O)OC)OC